ClC=1C=C(C(=O)N)C=CC1 3-chlorobenzamide